3,6-bis(10-phenylphenazin-5(10H)-yl)-9H-carbazole C1(=CC=CC=C1)N1C2=CC=CC=C2N(C=2C=CC=CC12)C=1C=CC=2NC3=CC=C(C=C3C2C1)N1C=2C=CC=CC2N(C2=CC=CC=C12)C1=CC=CC=C1